2-(1-((2-fluoropyridin-4-yl)methyl)-1H-pyrrole-2-carboxamido)thiazol FC1=NC=CC(=C1)CN1C(=CC=C1)C(=O)NC=1SC=CN1